FC(C=1C=2N(C=CC1)N=C(C2)[C@H]2N(CCC1=C2N=CN1)C(=O)C=1OC(=NN1)C=1C=NC=CC1)F (S)-(4-(4-(difluoromethyl)pyrazolo[1,5-a]pyridin-2-yl)-6,7-dihydro-1H-imidazo[4,5-c]pyridin-5(4H)-yl)(5-(pyridin-3-yl)-1,3,4-oxadiazol-2-yl)methanone